CCCCC[C@@H](/C=C/C=C\\C=C/C(C/C=C\\C/C=C\\CCC(=O)[O-])OO)OO The molecule is a docosanoid anion that is the conjugate base of (4Z,7Z,11Z,13Z,15E,17S)-10,17-bis(hydroperoxy)docosapentaenoic acid, obtained by deprotonation of the carboxy group; major species at pH 7.3. It is a docosanoid anion and a long-chain fatty acid anion. It derives from a (4Z,7Z,10Z,13Z,16Z)-docosapentaenoate. It is a conjugate base of a (4Z,7Z,11Z,13Z,15E,17S)-10,17-bis(hydroperoxy)docosapentaenoic acid.